The molecule is a selenium hydride and a mononuclear parent hydride. It has a role as an Escherichia coli metabolite and a mouse metabolite. It is a conjugate base of a selenonium. It is a conjugate acid of a selanide. [SeH2]